CC(CC1=CSC=C1)(CCC)C 3-(2,2-dimethylpentyl)thiophene